ClC=1C=C2C(C(=C(OC2=CC1)C1=CC(=C(C=C1)OC)OC)C(C(=O)OCC)=O)=O ethyl 2-(6-chloro-2-(3,4-dimethoxyphenyl)-4-oxo-4H-chromen-3-yl)-2-oxoacetate